tert-butyl 3-[3-(dimethylphosphorylmethyl)-5-fluoro-phenyl]-2,7-dimethyl-5,7-dihydro-4H-pyrazolo[3,4-c]pyridine-6-carboxylate CP(=O)(C)CC=1C=C(C=C(C1)F)C=1N(N=C2C(N(CCC21)C(=O)OC(C)(C)C)C)C